pyrazolo[1,5-c]pyrimidin N1=CC=C2N1C=NC=C2